5-((5-(trifluoromethyl)pyrazin-2-yl)amino)-1H-pyrazole-4-carboxamide FC(C=1N=CC(=NC1)NC1=C(C=NN1)C(=O)N)(F)F